((trans)-4-(trifluoromethyl)cyclohexyl)methanol FC([C@@H]1CC[C@H](CC1)CO)(F)F